ClC1=CC=C(CN2C3(CN(C3)C=3SC=C(N3)C)C(N(CC2=O)C(C)C)=O)C=C1 5-(4-chlorobenzyl)-8-isopropyl-2-(4-methylthiazol-2-yl)-2,5,8-triazaspiro[3.5]nonane-6,9-dione